pentanetetrayl bis(2,6-di-tertiary butyl-4-methylphenyl phosphite) C(C)(C)(C)C1=C(C(=CC(=C1)C)C(C)(C)C)P1(OC2(CCCCOP(O2)([O-])C2=C(C=C(C=C2C(C)(C)C)C)C(C)(C)C)O1)[O-]